C(C)(C)C=1OC(=NN1)N1[C@H](C2=C(CC1)NC=N2)C2=NN1C(C(=CC=C1)C)=C2 (R)-2-isopropyl-5-(4-(4-methylpyrazolo[1,5-a]pyridin-2-yl)-1,4,6,7-tetrahydro-5H-imidazo[4,5-c]pyridin-5-yl)-1,3,4-oxadiazole